N-(3-(2-amino-6-methylpyridin-4-ylamino)phenyl)-4-(pyridin-4-ylamino)benzamide NC1=NC(=CC(=C1)NC=1C=C(C=CC1)NC(C1=CC=C(C=C1)NC1=CC=NC=C1)=O)C